((2R,3R,4R,5R)-5-(2-amino-6-(methylamino)-9H-purin-9-yl)-3-(2-cyclohexylacetoxy)-4-fluoro-4-methyltetrahydrofuran-2-yl)methyl L-valinate N[C@@H](C(C)C)C(=O)OC[C@H]1O[C@H]([C@]([C@@H]1OC(CC1CCCCC1)=O)(C)F)N1C2=NC(=NC(=C2N=C1)NC)N